dimethyl-(Amino)-1H-1,2,3-triazole CC1=C(N=NN1N)C